N-cyclopropyl-3-(difluoromethyl)-N-(2-ethyl-5-methylbenzyl)-5-fluoro-1-methyl-1H-pyrazole-4-amide C1(CC1)N(C(=O)C=1C(=NN(C1F)C)C(F)F)CC1=C(C=CC(=C1)C)CC